C(CCC\C=C/CC)OC(CCCC(=O)OCCCCN(CCCCCCCC(=O)OCCCCCCCCC)CCO)OCCCC\C=C/CC nonyl 8-((4-((5,5-bis(((Z)-oct-5-en-1-yl)oxy)pentanoyl)oxy)butyl)(2-hydroxyethyl)amino)octanoate